C(C)(C)(C)N1N=CC(=C1)NC(CC1=CC(=C(C=C1)OC1=CC=NC2=CC=C(C=C12)C1=NC=CN(C1=O)C)C)=O N-(1-(tert-butyl)-1H-pyrazol-4-yl)-2-(3-methyl-4-((6-(4-methyl-3-oxo-3,4-dihydropyrazin-2-yl)quinolin-4-yl)oxy)phenyl)acetamide